C(CCC)C1CS(C2=C(N(C1)C1=CC=CC=C1)C=C(C(=C2)O)SC)(=O)=O 3-butyl-8-hydroxy-7-(methylthio)-5-phenyl-2,3,4,5-tetrahydro-1,5-benzothiazepine 1,1-dioxide